N-[7-[4-(hydroxymethyl)-1-piperidyl]-3-oxo-4H-1,4-benzoxazin-6-yl]pyrazolo[1,5-a]pyrimidine-3-carboxamide OCC1CCN(CC1)C1=CC2=C(NC(CO2)=O)C=C1NC(=O)C=1C=NN2C1N=CC=C2